CC1([C@H]2CN([C@@H]([C@@H]12)C(=O)OC)C(=O)OC(C)(C)C)C (1R,2S,5S)-3-tert-butyl 2-methyl 6,6-dimethyl-3-azabicyclo[3.1.0]hexane-2,3-dicarboxylate